CC1=CC=C(C=C1)S(=O)(=O)N1CC=2C=CC=C(C2C(=C1)C(=O)OC)C(=O)OC Dimethyl 2-(p-Toluenesulfonyl)-1,2-dihydroisoquinoline-4,5-dicarboxylate